BrC=1N(C(=C(N1)C(=O)[O-])S(=O)(=O)CC)C 2-bromo-5-ethylsulfonyl-1-methyl-imidazole-4-carboxylate